FC1=C(C(=CC=C1)C1=C(C=C(C=C1)C=1CCCCC1)OC)C#N 3-fluoro-2'-methoxy-2'',3'',4'',5''-tetrahydro-[1,1':4',1''-terphenyl]-2-carbonitrile